The molecule is a beta-amino acid that is beta-alanine substituted at position 3 by a phenyl group. It is a tautomer of a 3-ammonio-3-phenylpropanoate. C1=CC=C(C=C1)C(CC(=O)O)N